The molecule is a proanthocyanidin consisting of (+)-gallocatechin and (+)-catechin units joined by a (4alpha->6)-linkage. It has a role as a metabolite. It is a hydroxyflavan, a proanthocyanidin, a polyphenol and a biflavonoid. It derives from a (+)-catechin and a (+)-gallocatechin. C1[C@@H]([C@H](OC2=C1C(=C(C(=C2)O)[C@H]3[C@@H]([C@H](OC4=CC(=CC(=C34)O)O)C5=CC(=C(C(=C5)O)O)O)O)O)C6=CC(=C(C=C6)O)O)O